CC1(CN(CC2=CC(=CC=C12)N1CCC(CC1)N1CCOCC1)C(=O)OC1=CC=C(C=C1)C)C p-tolyl 4,4-dimethyl-7-(4-morpholinopiperidin-1-yl)-3,4-dihydroisoquinoline-2(1H)-carboxylate